N[C@@H]1CN(CCC1)C1=C(C=NC=C1)C1=C(N=C(S1)C1=C(C=CC=C1F)F)C(=O)N [4-[(3S)-3-aminopiperidin-1-yl]pyridin-3-yl]-2-(2,6-difluorophenyl)-1,3-thiazole-4-carboxamide